C(C)C1=CC(=C2C(=N1)CCC2)N=C=O 2-ethyl-4-isocyanato-6,7-dihydro-5H-cyclopenta[b]pyridine